C(C(C)C)C1OCCC(C1)(O)C 2-isobutyl-4-methyl-tetrahydropyran-4-ol